C(#N)C1=CC(=C(C=C1)COC1=CC=CC(=N1)C1=CC(=C(C=C1C)CC(=O)O)F)F 2-[4-[6-[(4-Cyano-2-fluoro-phenyl)methoxy]-2-pyridinyl]-2-fluoro-5-methyl-phenyl]acetic acid